C1(=CC=CC=C1)C#CC=1C=C2C(C(=O)NC2=O)=CC1 4-phenylethynyl-phthalimide